trans-3-((2-Cyclopropylethyl)amino)-5-(4-hydroxycyclohexyl)-8-((4-methylpiperazin-1-yl)methyl)pyrimido[4,5-c]isoquinolin-6(5H)-one C1(CC1)CCNC=1N=CC2=C(N(C(C=3C=C(C=CC23)CN2CCN(CC2)C)=O)[C@@H]2CC[C@H](CC2)O)N1